Isopropyl Alcohol C(C)(C)O